5-cyclopropyl-3-(2,6-dichlorophenyl)-4,5-dihydro-1,2-oxazole-4-carbaldehyde C1(CC1)C1C(C(=NO1)C1=C(C=CC=C1Cl)Cl)C=O